CC[C@H](CC[C@@H](C)[C@H]1CC[C@@H]2[C@@]1(CC[C@H]3[C@H]2[C@@H](C=C4[C@@]3(CC[C@@H](C4)O)C)O)C)C(C)C The molecule is a 3beta-hydroxy steroid that is sitosterol substituted by an additional alpha-hydroxy group at position 7. It has been isolated from the roots of Breynia fruticosa. It has a role as a metabolite and a plant metabolite. It is a 7alpha-hydroxy steroid and a 3beta-hydroxy-Delta(5)-steroid. It derives from a sitosterol. It derives from a hydride of a stigmastane.